NC1=C(C(=CS1)C#N)C=1SC=CN1 5-amino-4-(thiazol-2-yl)thiophene-3-carbonitrile